COC(=O)C1=NC=CC(=C1F)[C@@H](C)NS(=O)C(C)(C)C 4-[(1R)-1-(1,1-dimethylethylsulfinylamino)ethyl]-3-fluoro-pyridine-2-carboxylic acid methyl ester